C(COCCCS(=O)(=O)[O-])OCCCS(=O)(=O)[O-] 1,1'-[1,2-ethanediylbis(oxy-2,1-ethanediyl)]dimethansulfonate